(E)-7-chloro-4-(prop-1-en-1-yl)-2,3-dihydrobenzofuran-5-amine ClC1=CC(=C(C=2CCOC21)\C=C\C)N